2-(4-{[(2R)-2-hydroxypropyl]amino}pyrrolo[1,2-d][1,2,4]triazin-1-yl)-5-(trifluoromethyl)phenol O[C@@H](CNC1=NN=C(C=2N1C=CC2)C2=C(C=C(C=C2)C(F)(F)F)O)C